C(C=C)(=O)OC12CC3(CC(CC(C1)C3)(C2)C)C 3,5-dimethyl-1-adamantyl acrylate